(R)-8-(2-((4-amino-5-methoxypentyl)oxy)-3-chlorobenzyl)pyrazolo[1,5-a][1,3,5]triazin-4-amin N[C@H](CCCOC1=C(CC=2C=NN3C2N=CN=C3N)C=CC=C1Cl)COC